(7S)-N-(2-(Diethylamino)-4-((4-(trifluoromethyl)benzyl)amino)phenyl)-7,8-difluorooctanamid C(C)N(C1=C(C=CC(=C1)NCC1=CC=C(C=C1)C(F)(F)F)NC(CCCCC[C@@H](CF)F)=O)CC